tert-butyl (3S,S)-4-(hydroxymethyl)-3-methyl-3-(2,2,2-trifluoroacetamido)-pyrrolidine-1-carboxylate OC[C@@H]1[C@@](CN(C1)C(=O)OC(C)(C)C)(NC(C(F)(F)F)=O)C